FC(C(=O)O)(F)F.NCC=1OC2=C(C1)C=C(C=C2Br)C2=CC=C(C=C2)C(=O)N2CCC(CC2)(F)F (4-(2-(aminomethyl)-7-bromobenzofuran-5-yl)phenyl)(4,4-difluoropiperidin-1-yl)methanone trifluoroacetate salt